2-[(1-methyl-1H-pyrazol-4-yl)amino]-4-[(1-oxo-1,2,3,4-tetrahydroisoquinolin-5-yl)amino]pyrimidine-5-carboxamide CN1N=CC(=C1)NC1=NC=C(C(=N1)NC1=C2CCNC(C2=CC=C1)=O)C(=O)N